N1(CCNCC1)C1=CC=C(C=N1)NC=1N=CC2=C(N1)C(=NC=C2)C2=NC=CC=C2 N-(6-(piperazin-1-yl)pyridin-3-yl)-8-(pyridin-2-yl)pyrido[3,4-d]pyrimidin-2-amine